C(\C=C/C(=O)OC)(=O)OCC(N(CC)CC)=O (N,N-diethylcarbamoyl)methyl methyl (2Z)-but-2-ene-1,4-dioate